BrC=1C=C(C(=CC1)Br)O 3,6-dibromophenol